4-((2,3-diaminopyridin-4-yl)oxy-3-fluorophenyl)-1-phenyl-5-(trifluoromethyl)-1H-pyrazole-4-carboxamide NC1=NC=CC(=C1N)OC1=C(C=CC=C1F)C1(C=NN(C1C(F)(F)F)C1=CC=CC=C1)C(=O)N